6-cyclobutyl-2-(4,4-difluoroazepan-1-yl)nicotinic acid methyl ester COC(C1=C(N=C(C=C1)C1CCC1)N1CCC(CCC1)(F)F)=O